(2-amino-4-((4-fluorophenylmethyl)amino)phenyl)carbamic acid ethyl ester C(C)OC(NC1=C(C=C(C=C1)NCC1=CC=C(C=C1)F)N)=O